C(C)(C)(C)N1CC(CC1)OS(=O)(=O)C tert-butyl-3-((methyl-sulfonyl)oxy)pyrrolidine